C(C)(C)[C@H]1OC2=C(CN(C1)C(=O)OC(C)(C)C)N=CC=C2 (R)-tert-Butyl 2-isopropyl-2,3-dihydropyrido[2,3-f][1,4]oxazepine-4(5H)-carboxylate